C=1(O)C(O)=CC=CC1.C1(=CC=CC=C1)O phenol compound with catechol